1-cyclobutyl-4-fluoro-3-methylpyrrolo[2,3-b]pyridin-5-ylcarbamate C1(CCC1)N1C=C(C=2C1=NC=C(C2F)NC([O-])=O)C